COC(=O)C1=CCCC1C 5-methyl-cyclopentene-1-carboxylic acid methyl ester